C1(C2CC(CC1)O2)CC[Si](OC)(OC)OC 2-(2,4-epoxycyclohexyl)ethyltrimethoxysilane